C(#N)C=1C(=CC(=C(C1)NC(CC(=O)OCC)=O)C)OC ethyl 3-((5-cyano-4-methoxy-2-methylphenyl)amino)-3-oxopropanoate